bismuth bismuth salt [Bi].[Bi]